tert-butyl (R)-4-((4-(4-(1-(3-(tert-butyl)-1,2,4-oxadiazole-5-carboxamido)ethyl)-3-methylphenyl)-9H-pyrimido[4,5-b]indol-7-yl)methyl)piperazine-1-carboxylate C(C)(C)(C)C1=NOC(=N1)C(=O)N[C@H](C)C1=C(C=C(C=C1)C1=NC=NC=2NC3=CC(=CC=C3C21)CN2CCN(CC2)C(=O)OC(C)(C)C)C